cis-7-(trifluoromethoxy)-1,2,3,4,4a,9b-hexahydrobenzofuro[3,2-b]pyridine FC(OC1=CC2=C(C=C1)[C@@H]1NCCC[C@@H]1O2)(F)F